CN1CCN(CC1)CCC1(CC=C(C=C1)N)N 1-(2-(4-methylpiperazin-1-yl)ethyl)benzene-1,4-diamine